dimethyl cyclohexane-1,3-dicarboxylate C1(CC(CCC1)C(=O)OC)C(=O)OC